N-(6-(2H-1,2,3-triazol-2-yl)-5-(trifluoromethyl)pyridin-3-yl)-4-(3-amino-5-ethynyl-2-methoxypyridin-4-yl)-2-chloro-5-fluorobenzamide N=1N(N=CC1)C1=C(C=C(C=N1)NC(C1=C(C=C(C(=C1)F)C1=C(C(=NC=C1C#C)OC)N)Cl)=O)C(F)(F)F